t-butyl [4-fluoro-3-(3-trifluoromethylphenylcarbamoyl)phenyl]carbamate FC1=C(C=C(C=C1)NC(OC(C)(C)C)=O)C(NC1=CC(=CC=C1)C(F)(F)F)=O